FC1=C(C=C)C=CC=C1F 2,3-di-fluoro-styrene